C(C)N(C=1C=C(C=CC1)O)CC m-diethylaminophenol